furfuroate C(C1=CC=CO1)(=O)[O-]